C1(CCCC1)S(=O)(=O)C(=[N+]=[N-])S(=O)(=O)C1=C(C=C(C=C1CC)CC)CC cyclopentylsulfonyl-(2,4,6-triethylphenylsulfonyl)diazomethane